5-({[(1-Hydroxy-2,2,6,6-tetramethylpiperidin-4-yl)oxy]carbonyl}amino)pentanoic acid propan-2-yl ester CC(C)OC(CCCCNC(=O)OC1CC(N(C(C1)(C)C)O)(C)C)=O